5-fluoro-N-(7-fluoro-2-methyl-2H-indazol-5-yl)-7-(3-(methylamino)piperidin-1-yl)-quinazolin-4-amine FC1=C2C(=NC=NC2=CC(=C1)N1CC(CCC1)NC)NC1=CC2=CN(N=C2C(=C1)F)C